Br.C(C#CC)N but-2-yn-1-amine hydrobromide